3-(difluoromethyl)-1-phenyl-1H-pyrazole-5-carboxylic acid FC(C1=NN(C(=C1)C(=O)O)C1=CC=CC=C1)F